ClC=1C=C(C=CC1)N1N=CC(=C1)[C@@H](C(=O)NC1=CC(=NN1)C1C(C1)F)C (S)-2-(1-(3-chlorophenyl)-1H-pyrazol-4-yl)-N-(3-(2-fluorocyclopropyl)-1H-pyrazol-5-yl)propanamide